Cl.FC1=CC=C(C=C1)C1=NN2C(CNCC2(C)C)=C1C1=CC=NC=C1 2-(4-fluorophenyl)-7,7-dimethyl-3-(pyridin-4-yl)-4,5,6,7-tetrahydropyrazolo[1,5-a]pyrazine hydrochloride